(S)-N-(7-methoxy-2-methyl-2H-pyrazolo[3,4-c]pyridin-5-yl)-4-(3-methylpiperazin-1-yl)-2,3-dihydro-1H-pyrrolo[2,3-b]pyridine-1-carboxamide 2,2,2-trifluoroacetate FC(C(=O)O)(F)F.COC1=NC(=CC=2C1=NN(C2)C)NC(=O)N2CCC=1C2=NC=CC1N1C[C@@H](NCC1)C